6-(dimethylphosphoryl)-2-(5-(2-(3-fluorophenyl)pyrrolidin-1-yl)pyrazolo[1,5-a]pyrimidin-3-yl)-1H-benzo[d]imidazole-5-carbonitrile CP(=O)(C)C=1C(=CC2=C(NC(=N2)C=2C=NN3C2N=C(C=C3)N3C(CCC3)C3=CC(=CC=C3)F)C1)C#N